(-)-2-({1-[7-methyl-2-(morpholin-4-yl)-4-oxo-pyrido[1,2-a]pyrimidin-9-yl]ethyl}amino)benzoic acid CC=1C=C(C=2N(C(C=C(N2)N2CCOCC2)=O)C1)C(C)NC1=C(C(=O)O)C=CC=C1